2-cyclopentyl-1-[2-(trifluoromethyl)phenyl]-1H-1,2,4-triazol C1(CCCC1)N1N(C=NC1)C1=C(C=CC=C1)C(F)(F)F